C(C)(=O)C=1C2=C(C(=NC1)N)C(=NN2C2CNCC2)C=C2C=CC=1N(C2)N=CC1 3-(7-acetyl-4-amino-3-(pyrazolo[1,5-a]pyridin-6-ylidenemethyl)-1H-pyrazolo[4,3-c]pyridin-1-yl)pyrrolidin